N-(2-methoxy-4-aminophenyl)-3-fluoro-5-chlorobenzamide COC1=C(C=CC(=C1)N)NC(C1=CC(=CC(=C1)Cl)F)=O